CC=1N(C(NN1)=O)C=1C=NC(=CC1)OC1=CC=CC2=C1C1(CC1)CO2 5-methyl-4-[6-(spiro[1-benzofuran-3,1'-cyclopropan]-4-yloxy)pyridin-3-yl]-2,4-dihydro-3H-1,2,4-triazol-3-one